OC(=CC(C)=O)C 4-hydroxy-pentane-3-ene-2-one